benzothiazolecarbonitrile C1=CC=C2C(=C1)N=C(S2)C#N